2-BENZYLOXY-6-FLUOROPHENYLBORONIC ACID C(C1=CC=CC=C1)OC1=C(C(=CC=C1)F)B(O)O